C[C@]1(O)[C@@H]([C@@H](OC(C)=O)[C@@H](OC(C)=O)[C@H](O1)COC(C)=O)NC(C(F)(F)F)=O Methyl-2-deoxy-2-trifluoroacetylamino-3,4,6-tri-O-acetyl-β-D-galactopyranose